tert-butyl ((7-carbamoyl-5-(2,4-difluorophenyl)-3,4-dihydro-2H-pyrano[2,3-b]pyridin-2-yl)methyl)(2,2,2-trifluoroethyl)carbamate C(N)(=O)C1=CC(=C2C(=N1)OC(CC2)CN(C(OC(C)(C)C)=O)CC(F)(F)F)C2=C(C=C(C=C2)F)F